Phenoxyethoxyethanol O(C1=CC=CC=C1)CCOC(C)O